C1[C@@H](O[C@@H](S1)CO)N2C=CC(=NC2=O)N (+)-2',3'-dideoxy-3'-thiacytidine